OCC1=NC=CC(=C1)S(=O)(=O)N1CCC(CC1)NC=1N=CC2=C(N1)N(C(C21CC1)=O)[C@H]1C[C@@H](CCC1)OC1OCCCC1 2'-({1-[2-(Hydroxymethyl)pyridin-4-ylsulfonyl]piperidin-4-yl}amino)-7'-[(1R,3R)-3-(oxan-2-yloxy)cyclohexyl]spiro[cyclopropane-1,5'-pyrrolo[2,3-d]pyrimidin]-6'-one